2-fluoro-4-(6-(4-methyl-3,4-dihydro-2H-benzo[b][1,4]oxazin-7-yl)-3-((1-methylpiperidin-4-yl)methyl)-3H-imidazo[4,5-c]pyridin-7-yl)benzonitrile FC1=C(C#N)C=CC(=C1)C=1C2=C(C=NC1C=1C=CC3=C(OCCN3C)C1)N(C=N2)CC2CCN(CC2)C